5-(3-(5-(1-aminocyclopropyl)-1-methyl-1H-pyrazol-3-yl)-2-fluoro-6-hydroxyphenyl)-1,2,5-thiadiazolidin-3-one 1,1-dioxide NC1(CC1)C1=CC(=NN1C)C=1C(=C(C(=CC1)O)N1CC(NS1(=O)=O)=O)F